2-(4-(4-(dimethylamino)piperidine-1-carbonyl)phenyl)-5-phenyl-4-((phenylamino)methylene)-2,4-dihydro-3H-pyrazol-3-one CN(C1CCN(CC1)C(=O)C1=CC=C(C=C1)N1N=C(C(C1=O)=CNC1=CC=CC=C1)C1=CC=CC=C1)C